COC1=C(CN2CCNCC2)C=CC(=C1OC)OC 1-(2,3,4-trimethoxybenzyl)piperazine